ClC1=CC=C(C=C1)C1(OC2=C(O1)C=CC=C2C2CCN(CC2)CC2=NC=C(C=C2CCOC)C2=NN=C(N2)C(F)(F)F)C ({4-[2-(4-chlorophenyl)-2-methyl-2H-1,3-benzodioxol-4-yl]Piperidin-1-yl}methyl)-3-(2-methoxyethyl)-5-[5-(trifluoromethyl)-4H-1,2,4-triazol-3-yl]Pyridine